4-((3-((2-((tert-butyldimethylsilyl)oxy)ethyl)(methyl)amino)propyl)amino)-3-((trifluoromethyl)sulfonyl)benzenesulfonamide [Si](C)(C)(C(C)(C)C)OCCN(CCCNC1=C(C=C(C=C1)S(=O)(=O)N)S(=O)(=O)C(F)(F)F)C